[Ca].C(C)(=O)CC(C)=O Acetylacetone calcium